N=1C=NN2C1C=CC(=C2)C2=CC(=NN2C2=NC(=CC=C2)C)CC(=O)NC2=CC(=CC=C2)N(C)C 5-([1,2,4]triazolo[1,5-a]pyridin-6-yl)-N-(3-(dimethylamino)phenyl)-1-(6-methylpyridin-2-yl)-1H-pyrazole-3-carboxyamide